BrC(C(C(Cl)Cl)=O)Cl 1-bromo-1,3,3-trichloropropan-2-one